(3,5-dichloropyridin-4-yl)(1-((2-(trimethylsilyl)ethoxy)methyl)-1H-imidazol-4-yl)methanol ClC=1C=NC=C(C1C(O)C=1N=CN(C1)COCC[Si](C)(C)C)Cl